C(C(C)(C)C)(=O)OCOC1=C(C(=C(C(=C1)CCCCC)C)O)C1CCCC=C1 ((6-hydroxy-5-methyl-4-pentyl-1',2',3',4'-tetrahydro-[1,1'-biphenyl]-2-yl)oxy)methyl pivalate